CC1=CC=CC=2C(C3=CC=CC=C3C(C12)=O)=O methylanthracene-9,10-dione